(7-chloro-6-(4-(1-(2-fluoropropyl)piperidin-4-yl)phenyl)-4-methyl-2H-indazol-2-yl)-2-((R)-6-fluoro-6,7-dihydro-5H-pyrrolo[1,2-c]imidazol-1-yl)-N-(thiazol-2-yl)acetamide ClC1=C(C=C(C2=CN(N=C12)C(C(=O)NC=1SC=CN1)C1=C2N(C=N1)C[C@@H](C2)F)C)C2=CC=C(C=C2)C2CCN(CC2)CC(C)F